[Cl-].[Cl-].C(=C)[NH3+].C(=C)[NH3+] vinyl-ammonium dichloride